3-(4-(trifluoromethyl)piperidin-1-yl)aniline FC(C1CCN(CC1)C=1C=C(N)C=CC1)(F)F